ClC=1C=C(C=C(C1)OCC1CC1)C=1C(=NC=C(C1)NC(=O)OC(C)(C)C)O 3-(3-chloro-5-(cyclopropylmethoxy)phenyl)-2-hydroxy-5-t-butoxycarbonylaminopyridine